(R)-1-(3,4-difluorophenyl)-5-(1-((1R,4R)-4-methoxycyclohexyl)-5-(3-methylisothiazol-4-yl)-1H-benzo[d]imidazol-2-yl)-5-methylpyrrolidin-2-one FC=1C=C(C=CC1F)N1C(CC[C@]1(C)C1=NC2=C(N1C1CCC(CC1)OC)C=CC(=C2)C=2C(=NSC2)C)=O